C[C@H](CCC(=O)[O-])[C@H]1CC[C@@H]2[C@@]1(CC[C@H]3[C@H]2CC[C@H]4[C@@]3(CC[C@@H](C4)O)C)C The molecule is a bile acid anion that is the conjugate base of isolithocholic acid, obtained by deprotonation of the carboxy group. The 3beta-hydroxy epimer of lithocholate. It is the major microspecies at pH 7.3. It is a bile acid anion and a cholanic acid anion. It is a conjugate base of an isolithocholic acid.